COC1=CC=2C(=C3C(=NC2C=C1OC1=NC=CC=C1)CCC3)NC3CCNCC3 N-[7-methoxy-6-(pyridin-2-yloxy)-1H,2H,3H-cyclopenta[b]quinolin-9-yl]piperidin-4-amine